2-(6-(2-ethyl-5-fluoro-4-hydroxyphenyl)-1H-indazol-3-yl)-N-(tetrahydrofuran-3-Yl)-4,6-dihydropyrrolo[3,4-d]Imidazole-5(1H)-carboxamide C(C)C1=C(C=C(C(=C1)O)F)C1=CC=C2C(=NNC2=C1)C1=NC2=C(N1)CN(C2)C(=O)NC2COCC2